tert-Butyl 6-(3,6-dichloro-1,2,4-triazin-5-yl)-7-oxo-2-azaspiro[3.5]nonane-2-carboxylate ClC=1N=NC(=C(N1)C1CC2(CN(C2)C(=O)OC(C)(C)C)CCC1=O)Cl